1,5-dioxa-spiro[5.5]undecane-3,3-dicarboxylic acid bis(2,2,6,6-tetramethyl-piperidin-4-yl)ester CC1(NC(CC(C1)OC(=O)C1(COC2(OC1)CCCCC2)C(=O)OC2CC(NC(C2)(C)C)(C)C)(C)C)C